N-[1-(2,6-Difluorophenyl)cyclopropyl]-5-[5-(trifluoromethyl)-1,2,4-oxadiazol-3-yl]Pyrimidin-2-amine FC1=C(C(=CC=C1)F)C1(CC1)NC1=NC=C(C=N1)C1=NOC(=N1)C(F)(F)F